3-[2-(1-oxo-2H-phthalazin-5-yl)ethoxy]Propionic acid O=C1NN=CC2=C(C=CC=C12)CCOCCC(=O)O